OC1=C(C=CC=C1)C=1OC2=C(C(N1)=O)C=CC=C2 2-(2-hydroxyphenyl)-4H-benzo[e][1,3]oxazine-4-one